(2R,4R)-4-hydroxy-1-((S)-piperidine-3-carbonyl)-N-(4-(trifluoromethyl)benzyl)pyrrolidine-2-carboxamide hydrochloride Cl.O[C@@H]1C[C@@H](N(C1)C(=O)[C@@H]1CNCCC1)C(=O)NCC1=CC=C(C=C1)C(F)(F)F